(2-(4-cyclopropylpiperazin-1-yl)-5-(4-(2,6-dichloro-3,5-dimethoxyphenyl)imidazo[1,2-a][1,6]naphthyridin-8-yl)-4-methoxyphenyl)acrylamide C1(CC1)N1CCN(CC1)C1=C(C=C(C(=C1)OC)C1=NC=C2C=C(C=3N(C2=C1)C=CN3)C3=C(C(=CC(=C3Cl)OC)OC)Cl)C(C(=O)N)=C